4-((3-(6-(benzylamino)spiro[3.3]hept-2-yl)ureido)methyl)benzamide C(C1=CC=CC=C1)NC1CC2(CC(C2)NC(NCC2=CC=C(C(=O)N)C=C2)=O)C1